FC(C(C(S(=O)(=O)ON1C(C=2C(C1=O)=CC=CC2)=O)(F)F)(F)F)(C(F)(F)F)F N-(nonafluorobutylsulfonyloxy)phthalimide